O[C@@H]1C[C@H](N(C1)C(=O)C1=CC=C(C=C1)C1=C(C=CC=C1)C)C1(CC1)O ((2S,4R)-4-Hydroxy-2-(1-hydroxycyclopropyl)pyrrolidin-1-yl)(2'-methyl-[1,1'-biphenyl]-4-yl)methanone